NC1=NC2=C(C=3N1N=C(N3)C=3OC=CC3)SC(N2CCN2CCN(CC2)C=2C(=CC(=C(O[C@@H](C(=O)O)C)C2)F)F)=O (R)-2-(5-(4-(2-(5-amino-8-(furan-2-yl)-2-oxothiazolo[5,4-e][1,2,4]triazolo[1,5-c]pyrimidin-3(2H)-yl)ethyl)piperazin-1-yl)-2,4-difluorophenoxy)propionic acid